1,1,2,2,3,3,4,4,5,5,6,6,6-tridecafluorohexyl-1,3,5-Triazine FC(C(C(C(C(C(F)(F)F)(F)F)(F)F)(F)F)(F)F)(F)C1=NC=NC=N1